FC1=CC=C(C=C1)C1(CN(C1)C(=O)N)CNC1=CC(=NC=2N1N=C(C2)C(F)(F)F)C 3-(4-fluorophenyl)-3-(((5-methyl-2-(trifluoromethyl)pyrazolo[1,5-a]pyrimidin-7-yl)amino)methyl)azetidine-1-carboxamide